1,1,1-trifluoro-3-((4-methoxybenzyl)oxy)propan-2-yl 4-(7-fluoro-3-iodo-4,5-dihydropyrazolo[1,5-a]quinolin-2-yl)piperidine-1-carboxylate FC=1C=C2CCC=3N(C2=CC1)N=C(C3I)C3CCN(CC3)C(=O)OC(C(F)(F)F)COCC3=CC=C(C=C3)OC